N-[(1-methylcyclopropyl)methyl]-2-(4,4,5,5-tetramethyl-1,3,2-dioxaborolan-2-yl)aniline CC1(CC1)CNC1=C(C=CC=C1)B1OC(C(O1)(C)C)(C)C